2-(4-fluoro-2,6-diisopropylphenyl)-N-(5-(2-hydroxypropan-2-yl)-N-(4-methoxybenzyl)thiazole-2-sulfonimidoyl)acetamide FC1=CC(=C(C(=C1)C(C)C)CC(=O)NS(=O)(=NCC1=CC=C(C=C1)OC)C=1SC(=CN1)C(C)(C)O)C(C)C